2-(1,3-dimethylpiperidin-4-yl)-5-((2R,5S)-5-methylpiperidin-2-yl)benzo[d]thiazole CN1CC(C(CC1)C=1SC2=C(N1)C=C(C=C2)[C@@H]2NC[C@H](CC2)C)C